C1(=CC=C(C=C1)C=1N=C2N(C=CC=C2)C1NC1=CC=C(C(=O)OC)C=C1)C methyl 4-((2-(p-tolyl)imidazo[1,2-a]pyridin-3-yl)amino)benzoate